2-(3,5-Difluorophenyl)-1-[4-(4-hydroxyphenyl)-piperazin-1-yl]-ethanone FC=1C=C(C=C(C1)F)CC(=O)N1CCN(CC1)C1=CC=C(C=C1)O